1,4-dichloro-2-methylsulfonyl-benzene ClC1=C(C=C(C=C1)Cl)S(=O)(=O)C